tetrakis-triphenylphosphine palladium (0) [Pd].C1(=CC=CC=C1)P(C1=CC=CC=C1)C1=CC=CC=C1.C1(=CC=CC=C1)P(C1=CC=CC=C1)C1=CC=CC=C1.C1(=CC=CC=C1)P(C1=CC=CC=C1)C1=CC=CC=C1.C1(=CC=CC=C1)P(C1=CC=CC=C1)C1=CC=CC=C1